C(C1=CC=CC=C1)OC1=NC(=CC=C1C1=NN(C2=CC(=CC=C12)NC1CCC(CC1)CNC(OC(C)(C)C)=O)C)OCC1=CC=CC=C1 tert-butyl (((1r,4r)-4-((3-(2,6-bis(benzyloxy)pyridin-3-yl)-1-methyl-1H-indazol-6-yl)amino)cyclohexyl)methyl)carbamate